CC1=NC(=CC(=C1)CNC(=O)C1CCN(CC1)C(=O)C1=NNC(=C1)C1=CC=NC=C1)C N-[(2,6-dimethylpyridin-4-yl)methyl]-1-[5-(pyridin-4-yl)-1H-pyrazole-3-carbonyl]piperidine-4-carboxamide